C1(CC1)C([C@@H](C(=O)NC=1C=NN(C1)CC=1C(NC=C(C1)C)=O)NC(=O)C=1N(N=CC1)C(C)C)C1CC1 N-[(1S)-1-(dicyclopropylmethyl)-2-[[1-[(5-methyl-2-oxo-1H-pyridin-3-yl)methyl]pyrazol-4-yl]amino]-2-oxo-ethyl]-2-isopropyl-pyrazole-3-carboxamide